4-(4'-chloro-2'-{3-[4-(ethoxycarbonyl)-5-(trifluoromethyl)-1H-pyrazol-1-yl]piperidin-1-yl}[1,1'-biphenyl]-4-yl)piperazine-1-carboxylic acid 3-methoxypropyl ester COCCCOC(=O)N1CCN(CC1)C1=CC=C(C=C1)C1=C(C=C(C=C1)Cl)N1CC(CCC1)N1N=CC(=C1C(F)(F)F)C(=O)OCC